N-[(1RS,4SR)-9-(dichloromethylene)-1,2,3,4-tetrahydro-1,4-methanonaphthalen-5-yl]-3-(difluoromethyl)-1-methylpyrazole-4-carboxamide ClC(=C1[C@@H]2CC[C@H]1C1=C(C=CC=C21)NC(=O)C=2C(=NN(C2)C)C(F)F)Cl |r|